10-isopropyl-2-methyl-1,6,9,12-tetraoxo-7-(3-ureidopropyl)-2,5,8,11-tetraazahexadecan C(C)(C)C(C(NC(C(NCCN(C=O)C)=O)CCCNC(=O)N)=O)NC(CCCC)=O